3,3'-((((2-(3-(2-carboxy-2-(pyrrolidin-3-yl)ethyl)phenoxy)ethyl)azanediyl)bis(ethane-2,1-diyl))bis(3,1-phenylene))bis(2-(pyrrolidin-3-yl)propanoic acid) C(=O)(O)C(CC=1C=C(OCCN(CCC=2C=C(C=CC2)CC(C(=O)O)C2CNCC2)CCC=2C=C(C=CC2)CC(C(=O)O)C2CNCC2)C=CC1)C1CNCC1